BrCC1=C(C=CC(=C1)Cl)OC 2-(bromomethyl)-4-chloro-1-methoxy-benzene